C1(=CC=CC=C1)NCCC[Si](OC)(OC)OC N-(phenyl)-γ-aminopropyltrimethoxysilane